C(C1=CC=CC=C1)N1C[C@H](CC[C@@H]1CC)NC(OC(C)(C)C)=O tert-butyl ((3S,6S)-1-benzyl-6-ethylpiperidin-3-yl)carbamate